FC=1C=C(C=C(C1)F)C=1C=C2C=CN(C2=C(C1)C(=O)NCC1=CC=C(C(=O)O)C=C1)CC1=CC=C(C=C1)C(F)(F)F 4-((5-(3,5-Difluorophenyl)-1-(4-(trifluoromethyl)benzyl)-1H-indol-7-amido)methyl)benzoic acid